FC1(OC2=C(O1)C=C1C=CC3(C1=C2)CCC2(CC3)NC(NC2=O)=O)F difluoro-2''H-dispiro[imidazolidine-4,1'-cyclohexane-4',5''-indeno[5,6-d][1,3]dioxole]-2,5-dione